CN1C(=NN(C1=O)C(=O)NS(=O)(=O)C2=CC=CC=C2OC(F)(F)F)OC The molecule is an N-sulfonylurea that is 3-methoxy-4-methyl-5-oxo-4,5-dihydro-1,2,4-triazole-1-carboxamide in which the carboxamide nitrogen has undergone formal condensation with the sulfonic acid group of 2-(trifluoromethoxy)benzenesulfonic acid. An acetolactate synthase inhibitor, it is used (generally as the corresponding sodium salt, flucarbazone-sodium) to control grass weeds in cereal crops. It has a role as an agrochemical, an EC 2.2.1.6 (acetolactate synthase) inhibitor and a herbicide. It is a N-sulfonylurea, a member of triazoles, an aromatic ether and an organofluorine compound. It is a conjugate acid of a flucarbazone(1-).